C(CCCCCCCCCCCCCCCCC)OC(CCCCCCCCC(=O)OCCCCCCCCCCCCCCCCCC)=O.C(CCCCCCCCC(=O)OCCCCCCCCCCCCCCCC)(=O)OCCCCCCCCCCCCCCCC dicetyl sebacate distearyl-sebacate